2-(((2-(3-fluorophenyl)cyclopropyl)methyl)amino)-N-(pyrimidin-5-yl)pyrimidine-4-carboxamide FC=1C=C(C=CC1)C1C(C1)CNC1=NC=CC(=N1)C(=O)NC=1C=NC=NC1